tert-butyl 3-bromo-6-(((tert-butyldimethylsilyl)oxy)methyl)-2-(methoxymethoxy)benzoate BrC=1C(=C(C(=O)OC(C)(C)C)C(=CC1)CO[Si](C)(C)C(C)(C)C)OCOC